4-((4-methoxyphenyl)sulfonyl)-5-methyl-5-phenylfuran COC1=CC=C(C=C1)S(=O)(=O)C1=CCOC1(C1=CC=CC=C1)C